C[C@H]1N(CCN(C1)C1=CN2C(=NC(=CC2=O)OS(=O)(=O)C2=CC=C(C=C2)C)S1)C(=O)OC(C)(C)C tert-butyl (2R)-2-methyl-4-[5-oxo-7-(p-tolylsulfonyloxy)thiazolo[3,2-a]pyrimidin-2-yl]piperazine-1-carboxylate